(±)-3-(6-Methoxypyridin-3-yl)-3-(3-(3-(5,6,7,8-tetrahydro-1,8-naphthyridin-2-yl)propyl)-1H-pyrazol-1-yl)propanoic acid COC1=CC=C(C=N1)[C@@H](CC(=O)O)N1N=C(C=C1)CCCC1=NC=2NCCCC2C=C1 |r|